C(C)C1CC2CN3C1C(C1=C(CC3=O)C3=C(N1)C=CC(=N3)OC)C2 7-ethyl-2-methoxy-5,6,6a,7,8,9,10,13-octahydro-12H-6,9-methanopyrido[1,2-a]pyrido[2',3':4,5]pyrrolo[2,3-d]azepin-12-one